4-(3-(4-chloro-2-fluorophenyl)-2,3-diHydrobenzo[b][1,4]dioxin-5-yl)piperidine-1-carboxylate ClC1=CC(=C(C=C1)C1OC2=C(OC1)C=CC=C2C2CCN(CC2)C(=O)[O-])F